OC1=C(C=C(C)C(=C1)O)S(=O)(=O)O 4,6-dihydroxy-3-toluenesulfonic acid